3-(6-(7-(hydroxymethyl)-2-azaspiro[3.5]nonan-2-yl)pyridin-3-yl)piperidine-2,6-dione OCC1CCC2(CN(C2)C2=CC=C(C=N2)C2C(NC(CC2)=O)=O)CC1